C(C)N(CCCCCCCC)CC diethyloctylamine